3-(4-methoxy-6-methyl-1,3,5-triazin-2-ylcarbamoyl)thiophene-2-carboxylic acid COC1=NC(=NC(=N1)C)NC(=O)C1=C(SC=C1)C(=O)O